C(C)(C)(C)OC(=O)N[C@H](CC1=C(C=2N=C(N=C(C2S1)N(C(OC(C)(C)C)=O)CC=1SC=CC1)Cl)OC)CO tert-Butyl N-[6-[(2R)-2-(tert-butoxycarbonylamino)-3-hydroxy-propyl]-2-chloro-7-methoxy-thieno[3,2-d]pyrimidin-4-yl]-N-(2-thienylmethyl)carbamate